(R)-2-((4-(2-(4-chloro-2-fluorophenyl)-4-fluoro-2H-chromen-8-yl)piperidin-1-yl)methyl)-1-((1-(fluoromethyl)cyclopropyl)methyl)-1H-benzo[d]imidazole-6-carboxylic acid ClC1=CC(=C(C=C1)[C@@H]1OC2=C(C=CC=C2C(=C1)F)C1CCN(CC1)CC1=NC2=C(N1CC1(CC1)CF)C=C(C=C2)C(=O)O)F